C(CC1=CC=CC=C1)C1(CN2C(C=3C=CC=CC13)=NC1=C2C=CC=C1)C(=O)[O-] 5-phenethyl-5,6-dihydrobenzo[4,5]imidazo[2,1-a]isoquinoline-5-carboxylate